2,2-dimethyl-5-(3-(trifluoromethyl)phenyl)-2,3,5,6-tetrahydrobenzo[a]phenanthridin-4(1H)-one CC1(CC(C=2C(NC=3C=CC4=C(C3C2C1)C=CC=C4)C4=CC(=CC=C4)C(F)(F)F)=O)C